ethyl (2Z)-3-amino-2-cyano-3-phenylprop-2-enoate N\C(=C(/C(=O)OCC)\C#N)\C1=CC=CC=C1